6-butyl-4-methyl-1,3,6,2-dioxazastannocan-2,2-diyl dibenzoat C(C1=CC=CC=C1)(=O)O[Sn]1(OCCN(CC(O1)C)CCCC)OC(C1=CC=CC=C1)=O